Dibutyl 9,9'-((4-(2-(4-(2-((3-(bis(2-hydroxy-7-isopropoxy-7-oxoheptyl)amino)propyl)disulfaneyl)ethyl)piperazin-1-yl)ethoxy)-4-pentyl)azanediyl)bis(8-hydroxynonanoate) OC(CN(CCCSSCCN1CCN(CC1)CCOC(CCC)(C)N(CC(CCCCCCC(=O)OCCCC)O)CC(CCCCCCC(=O)OCCCC)O)CC(CCCCC(OC(C)C)=O)O)CCCCC(=O)OC(C)C